C(C)(C)(C)OC(N(CCCOC1CN(CC1)C1=NC(=NC=C1Cl)Cl)CC1=CC(=CC=C1)N)=O (3-aminobenzyl)(3-((1-(2,5-dichloropyrimidin-4-yl)pyrrolidin-3-yl)oxy)propyl)carbamic acid tert-butyl ester